ClC=1C(=CC2=C(NC(=N2)OC=2C=CC(=C(C(=O)OC)C2)C)C1)C1=CC=C(C=C1)C1=CC=C(C=C1)CN1CCN(CC1)CCOCCO methyl 5-((6-chloro-5-(4'-((4-(2-(2-hydroxyethoxy)ethyl)piperazin-1-yl)methyl)-[1,1'-biphenyl]-4-yl)-1H-benzo[d]imidazol-2-yl)oxy)-2-methylbenzoate